ClC1=NC=C(C(=N1)NCC1=CC=C(C=C1)C=1N(C=C(N1)C(F)(F)F)C)[N+](=O)[O-] 2-chloro-N-[[4-[1-methyl-4-(trifluoromethyl)imidazol-2-yl]phenyl]methyl]-5-nitro-pyrimidin-4-amine